[6-(2-hydroxybenzylamino)purine] mesylate S(C)(=O)(=O)O.OC1=C(CNC2=C3NC=NC3=NC=N2)C=CC=C1